(R)-2-(5-fluoropyridin-2-yl)morpholin-5,5-d2 FC=1C=CC(=NC1)[C@H]1CNC(CO1)([2H])[2H]